neopentyl glycol dipelargonate (dipelargonate) C(CCCCCCCC)(=O)O.C(CCCCCCCC)(=O)O.C(CCCCCCCC)(=O)O.C(CCCCCCCC)(=O)O.OCC(C)(CO)C